4-((3-chloro-4-fluorophenyl)amino)-6-amino-1H-indole-2-carboxylic acid ClC=1C=C(C=CC1F)NC1=C2C=C(NC2=CC(=C1)N)C(=O)O